FC1(CC1)C(=O)N[C@H](C(=O)N1[C@@H](C[C@H](C1)O)C(=O)NCC1=C(OCCCCCCC(=O)O)C=C(C=C1)C1=C(N=CS1)C)C(C)(C)C 7-(2-(((2S,4R)-1-((S)-2-(1-fluorocyclopropane-1-carboxamido)-3,3-dimethylbutanoyl)-4-hydroxypyrrolidine-2-carboxamido)methyl)-5-(4-methylthiazol-5-yl)phenoxy)heptanoic acid